N-[2,4-difluoro-3-([[5-(trifluoromethyl)imidazo[1,5-b]pyridazin-3-yl]oxy]methyl)phenyl]-5-fluoro-2-methoxypyridine-3-sulfonamide FC1=C(C=CC(=C1COC1=CC=2N(N=C1)C=NC2C(F)(F)F)F)NS(=O)(=O)C=2C(=NC=C(C2)F)OC